3-(pyridin-2-yl)-1H-1,2,4-triazole-5-amine N1=C(C=CC=C1)C1=NNC(=N1)N